COC=1C=C(C=CC1)[C@@]12CCN([C@@H](CCC1)[C@@H]2/C=C/C(=O)OC)C Methyl (E)-3-((1S,5R,9R)-5-(3-methoxyphenyl)-2-methyl-2-azabicyclo[3.3.1]nonan-9-yl)acrylate